(1S,2R,4S,5S)-8-(benzyloxy)-4-fluoro-2,5-dimethyl-7,9-dioxo-N-(2,4,6-trifluorobenzyl)-2,3,4,5,7,9-hexahydro-1,6-methanopyrido[1,2-b][1,2,5]triazonine-10-carboxamide C(C1=CC=CC=C1)OC=1C(C(=CN2N3[C@@H](C[C@@H]([C@@H](N(C(C21)=O)C3)C)F)C)C(=O)NCC3=C(C=C(C=C3F)F)F)=O